(R)-1-((6-fluoro-2-(2-methoxy-7-methylquinoxalin-5-yl)thiazolo[5,4-b]pyridin-5-yl)oxy)propan-2-ol FC=1C=C2C(=NC1OC[C@@H](C)O)SC(=N2)C2=C1N=CC(=NC1=CC(=C2)C)OC